N,3-dimethyl-2-((S)-3-methyl-2-(methylamino)butyrylamino)butanamide CNC(C(C(C)C)NC([C@H](C(C)C)NC)=O)=O